C(C)(C)(C)O[C@H](C(=O)OCC)C1=C(C2=C(N=C(S2)C=2C=C3C(=NN(C3=CC2)C)C2CN(CC2)C2COC2)C=C1C)C1=CC=C(C=C1)Cl (2S)-ethyl 2-(tert-butoxy)-2-(7-(4-chlorophenyl)-5-methyl-2-(1-methyl-3-(1-(oxetan-3-yl)pyrrolidin-3-yl)-1H-indazol-5-yl)benzo[d]thiazol-6-yl)acetate